C(C)(C)(C)C(C(=O)O)N(C(C(=O)O)C(C)(C)C)CC1=C(C=C(C=C1)C#N)OC.ClC1=CC=C(C=C1)C(=C(C(=O)C1SCCCS1)C1=CC=C(C=C1)OC(F)(F)F)C1=CC=C(C=C1)Cl 3,3-Bis(4-chlorophenyl)-1-(1,3-dithian-2-yl)-2-(4-(trifluoromethoxy)phenyl)prop-2-en-1-on di-tert-butyl-2,2'-((4-cyano-2-methoxybenzyl)azanediyl)diacetate